FC=1C=C(C=CC1)[C@H]1[C@@H](CN(C1)CC(F)(F)F)NC(=O)NC1=CC(=NN1C)C1=CC=CC=C1 1-((3S,4R)-4-(3-fluorophenyl)-1-(2,2,2-trifluoroethyl)pyrrolidin-3-yl)-3-(1-methyl-3-phenyl-1H-pyrazol-5-yl)urea